4-Amino-N-(1-cyano-2-(2,3-dihydro-1H-inden-5-yl)ethyl)tetrahydro-2H-pyran-4-carboxamide NC1(CCOCC1)C(=O)NC(CC=1C=C2CCCC2=CC1)C#N